CSCC=1C=C(C=CC1)NC1=NC2=CC=CC=C2C=N1 N-(3-((methylthio)methyl)phenyl)quinazolin-2-amine